1-[Bis(di-methylamino)methylene]-1H-1,2,3-triazolo[4,5-b]pyridinium 3-oxid hexafluorophosphate F[P-](F)(F)(F)(F)F.CN(C)C(=[N+]1N=[N+](C2=NC=CC=C21)[O-])N(C)C